2-PENTYNAL C(C#CCC)=O